1-(2-fluoropyridin-4-yl)-6-methyl-2-oxopyridine-3-carboxamide FC1=NC=CC(=C1)N1C(C(=CC=C1C)C(=O)N)=O